8-fluoro-6-((S)-1-hydroxy-2-((3aS,5S,6aR)-3a-hydroxy-5-phenoxyhexahydrocyclopenta[c]pyrrol-2(1H)-yl)ethyl)-3,4-dihydroquinolin-2(1H)-one FC=1C=C(C=C2CCC(NC12)=O)[C@@H](CN1C[C@@H]2[C@](C1)(C[C@H](C2)OC2=CC=CC=C2)O)O